4-amino-6-(3,5-dimethylisoxazol-4-yl)-1-(1-phenylethyl)-1H-benzo[d]imidazol-2(3H)-one NC1=CC(=CC=2N(C(NC21)=O)C(C)C2=CC=CC=C2)C=2C(=NOC2C)C